6-chloro-5-methyl-1-(oxan-2-yl)-1H-indazol-4-yl trifluoromethanesulfonate FC(S(=O)(=O)OC1=C2C=NN(C2=CC(=C1C)Cl)C1OCCCC1)(F)F